Tris(trimethylsilyl)threonine C[Si](C)(C)C([C@H]([C@H](N)C(=O)O)O)([Si](C)(C)C)[Si](C)(C)C